CC1=NN2C(C=C(C=C2)C=2N=C3N(C(C2)=O)C=C(C=C3)N3CCNCC3)=C1 2-(2-methylpyrazolo[1,5-a]pyridin-5-yl)-7-(piperazin-1-yl)-4H-pyrido[1,2-a]pyrimidin-4-one